(5-((1-(tert-butyl)azetidin-3-yl)carbamoyl)-2-methylpyridin-3-yl)-2-(1-methyl-1H-pyrazol-4-yl)pyrazolo[5,1-b]thiazole-7-carboxamide C(C)(C)(C)N1CC(C1)NC(=O)C=1C=C(C(=NC1)C)C=1N2C(SC1C=1C=NN(C1)C)=C(C=N2)C(=O)N